C1(CCC1)CNC=1C2=C(N=C(N1)NC1=C(C=C(C=C1)P1(CCN(CC1)C1CC1)=O)OC)NC=C2C#N 4-((cyclobutylmethyl)amino)-2-((4-(1-cyclopropyl-4-oxido-1,4-azaphosphinan-4-yl)-2-methoxyphenyl)amino)-7H-pyrrolo[2,3-d]pyrimidine-5-carbonitrile